[C-]#N.C(C=C)NC1=CC=CC=C1 N-allyl-aniline cyanide